N-(6-{[5-cyclopropyl-1-(oxan-2-yl)-1H-pyrazol-3-yl]amino}-5-methoxy-1,2-benzoxazol-3-yl)-4-(3,6-dihydro-2H-pyran-4-yl)-2,6-dimethoxybenzene-1-sulfonamide C1(CC1)C1=CC(=NN1C1OCCCC1)NC1=CC2=C(C(=NO2)NS(=O)(=O)C2=C(C=C(C=C2OC)C=2CCOCC2)OC)C=C1OC